O[C@H]1CC[C@@]2([C@H]3CC[C@@]4([C@H](CC[C@H]4[C@@H]3CC=C2C1)[C@@H](CCC(=O)NC1=NC=CC=C1OC)C)C)C (R)-4-((3S,8S,9S,10R,13R,14S,17R)-3-hydroxy-10,13-dimethyl-2,3,4,7,8,9,10,11,12,13,14,15,16,17-tetradecahydro-1H-cyclopenta[a]phenanthren-17-yl)-N-(3-methoxypyridin-2-yl)pentanamide